3-isobutyl-4-[4-(3-methyl-2-butenyloxy)phenyl]-1H-pyrrole-2,5-dione C(C(C)C)C=1C(NC(C1C1=CC=C(C=C1)OCC=C(C)C)=O)=O